ClC1=C(C=C(C=C1OC)OC)C1=CC2=C(N=C(N=C2)SC)C(=N1)NCC1N(CCC1)C 6-(2-chloro-3,5-dimethoxyphenyl)-N-((1-methylpyrrolidin-2-yl)methyl)-2-(methylthio)pyrido[3,4-d]pyrimidine-8-amine